Isobutyl (1-(5-(3-cyano-6-(2-hydroxyethoxy)pyrazolo[1,5-a]pyridin-4-yl)pyridin-2-yl)-4-methylpiperidin-4-yl)carbamate C(#N)C=1C=NN2C1C(=CC(=C2)OCCO)C=2C=CC(=NC2)N2CCC(CC2)(C)NC(OCC(C)C)=O